C([O-])([O-])=O.P(=O)([O-])(O)O.[Ni+2].[Na+] sodium-nickel phosphate carbonate